4-(Methylthio)-2-(4-(trifluoromethyl)pyridin-3-yl)-7,8-dihydroquinazolin-5(6H)-one CSC1=NC(=NC=2CCCC(C12)=O)C=1C=NC=CC1C(F)(F)F